1,1-diethoxy-3,5-hexadiene C(C)OC(CC=CC=C)OCC